3,5-dimethylbenzoic acid methyl ester COC(C1=CC(=CC(=C1)C)C)=O